(1R,2S)-2-(3-chlorophenyl)cyclopropane-1-carboxylic acid ClC=1C=C(C=CC1)[C@@H]1[C@@H](C1)C(=O)O